C1(CCCCC1)NC=1C2=C(N=CC1C=1SC=CC1)NC=C2 N-cyclohexyl-5-(thiophen-2-yl)-1H-pyrrolo[2,3-b]Pyridin-4-amine